Pyrazol-3-carboxaldehyd N1N=C(C=C1)C=O